CNCC(O)C1=NC=C(C=C1)CC1(CC1)C(F)(F)F 2-(methylamino)-1-[5-[[1-(trifluoromethyl)cyclopropyl]methyl]-2-pyridyl]ethanol